N[C@@H](C=1C=CC2=C(N(C(=N2)[C@H](COC2CC(C2)(F)F)N[S@](=O)C(C)(C)C)COCC[Si](C)(C)C)C1)C1CC1 (R)-N-((R)-1-(6-((R)-amino(cyclopropyl)methyl)-1-((2-(trimethylsilyl)ethoxy)methyl)-1H-benzo[d]imidazol-2-yl)-2-(3,3-difluorocyclobutoxy)ethyl)-2-methylpropane-2-sulfinamide